4-((2-mercaptothieno[3,2-d]pyrimidin-4-yl)amino)benzonitrile SC=1N=C(C2=C(N1)C=CS2)NC2=CC=C(C#N)C=C2